4-(6,8-Difluoro-2-(((2R,7aS)-2-fluorotetrahydro-1H-pyrrolizin-7a(5H)-yl)methoxy)-4-(1-oxa-6-azaspiro[3.5]nonan-6-yl)quinazolin-7-yl)-5-ethyl-6-fluoronaphthalen-2-amine FC=1C=C2C(=NC(=NC2=C(C1C1=CC(=CC2=CC=C(C(=C12)CC)F)N)F)OC[C@]12CCCN2C[C@@H](C1)F)N1CC2(CCO2)CCC1